C(C)(C)(C)OC(=O)N[C@@H](C)C(=O)OC(C)(C)C1=CC(=C(C(=O)O)C=C1)F 4-(2-(((tert-Butoxycarbonyl)-L-alanyl)oxy)propan-2-yl)-2-fluorobenzoic acid